C(C)(C)(C)OC(=O)N(CCCN(C(OC(C)(C)C)=O)CCC(NC1=NC=CC(=C1)NC1=CN=NC(=C1)C1=C(C=CC(=C1)Cl)F)=O)CC(F)(F)F tert-butyl N-(3-{[(tert-butoxy)carbonyl](2,2,2-trifluoroethyl)amino}propyl)-N-{2-[(4-{[6-(5-chloro-2-fluorophenyl)pyridazin-4-yl]amino}pyridin-2-yl)carbamoyl]ethyl}carbamate